CCOCN1C(=C(C(=C1C(F)(F)F)Br)C#N)C2=CC=C(C=C2)Cl The molecule is a member of the class of pyrroles that is 4-bromo-1H-pyrrole-3-carbonitrile which is substituted at positions 1, 2 and 5 by ethoxymethyl, p-chlorophenyl and trifluoromethyl groups, respectively. A proinsecticide used for termite control and crop protection against several insects and mite pests. It has a role as a proinsecticide and a proacaricide. It is an organofluorine acaricide, an organochlorine acaricide, an organochlorine insecticide, an organofluorine insecticide, a member of monochlorobenzenes, a nitrile, a member of pyrroles and a hemiaminal ether. It derives from a tralopyril.